1-{4-[(2,3-dihydro-1H-inden-5-yl)sulfamoyl]phenyl}-3-(pyridin-3-ylmethyl)urea C1CCC2=CC(=CC=C12)NS(=O)(=O)C1=CC=C(C=C1)NC(=O)NCC=1C=NC=CC1